(Z)-tert-butyl((27-((4-methoxybenzyl)oxy)heptacos-20-en-10-yl)oxy)dimethylsilane C(C)(C)(C)[Si](C)(C)OC(CCCCCCCCC)CCCCCCCCC\C=C/CCCCCCOCC1=CC=C(C=C1)OC